C(=C=CC)[Sn](CCCC)(CCCC)CCCC (S)-but-1,2-dien-1-yl-tributyltin